ClC1=C(C=C2C(C(NC2=C1)=O)=C(O)C1=CC=C(C=C1)F)C1=CC=C(C=C1)N1CCOCC1 6-Chloro-3-[1-(4-fluoro-phenyl)-1-hydroxy-methylidene]-5-(4-morpholin-4-yl-phenyl)-1,3-dihydro-indol-2-one